C(C)(C)(C)NC(C)(C)C=1N=NN(C1)[C@H](C(=O)N1[C@@H](C[C@H](C1)O)C(=O)NC)C(C)(C)C (2S,4r)-1-[(2S)-2-[4-[1-(tert-butylamino)-1-methyl-ethyl]triazol-1-yl]-3,3-dimethyl-butyryl]-4-hydroxy-N-methyl-pyrrolidine-2-carboxamide